4-[4-[3-[4-(3-Hydroxyphenyl)pyrazol-1-yl]-5-(trifluoromethyl)benzoyl]piperazin-1-yl]-N-[4-(2-phenylsulfanylethylamino)-3-(trifluoromethyl)phenyl]sulfonylbenzamide OC=1C=C(C=CC1)C=1C=NN(C1)C=1C=C(C(=O)N2CCN(CC2)C2=CC=C(C(=O)NS(=O)(=O)C3=CC(=C(C=C3)NCCSC3=CC=CC=C3)C(F)(F)F)C=C2)C=C(C1)C(F)(F)F